CC(C=C)CCCC(C)C 3,7-dimethyloctene